n-ethyl-2-(6-fluoro-4-methoxy-1H-indol-3-yl)-N-methyl-2-oxoacetamide C(C)N(C(C(=O)C1=CNC2=CC(=CC(=C12)OC)F)=O)C